(S)-3-(4-((2-methyl-1-(4-(5-phenyl-1,3,4-oxadiazol-2-yl)phenyl)propyl)amino)benzamido)propanoic acid CC([C@@H](C1=CC=C(C=C1)C=1OC(=NN1)C1=CC=CC=C1)NC1=CC=C(C(=O)NCCC(=O)O)C=C1)C